S1C=NC2=C1C=CC(=C2)[C@H]2N(C[C@@H]([C@@H](C2)OC)C)C(C(=O)NC=2C=C(C=NC2)C(=O)N)=O |o1:9,12,13| Rel-5-[[2-[(2S,4R,5S)-2-(1,3-Benzothiazol-5-yl)-4-methoxy-5-methyl-1-piperidyl]-2-oxo-acetyl]amino]pyridine-3-carboxamide